(1R,5S,6r)-6-cyano-3-azabicyclo[3.1.0]Hexane-3-carboxylic acid tert-butyl ester C(C)(C)(C)OC(=O)N1C[C@H]2C([C@H]2C1)C#N